2-(1-methylazetidin-3-yl)-5-(4,4,5,5-tetramethyl-1,3,2-dioxaborolan-2-yl)-1,3-benzothiazole CN1CC(C1)C=1SC2=C(N1)C=C(C=C2)B2OC(C(O2)(C)C)(C)C